tert-Butyl 4-[4-[3-cyano-4-[1-(1-isopropyltriazol-4-yl)ethoxy]pyrazolo[1,5-a]pyridin-6-yl]-5-methyl-triazol-1-yl]piperidine-1-carboxylate C(#N)C=1C=NN2C1C(=CC(=C2)C=2N=NN(C2C)C2CCN(CC2)C(=O)OC(C)(C)C)OC(C)C=2N=NN(C2)C(C)C